N-((3-methoxythiophen-2-yl)methyl)-2-(9-(pyridin-2-yl)-6-oxaspiro[4.5]dec-2-en-9-yl)ethylamine COC1=C(SC=C1)CNCCC1(CCOC2(CC=CC2)C1)C1=NC=CC=C1